3-(5-(((1S,2S)-2-(3-(3-(difluoromethoxy)phenyl)azetidin-1-yl)cyclohexyl)oxy)-1-oxoisoindolin-2-yl)piperidine-2,6-dione FC(OC=1C=C(C=CC1)C1CN(C1)[C@@H]1[C@H](CCCC1)OC=1C=C2CN(C(C2=CC1)=O)C1C(NC(CC1)=O)=O)F